1-isopropyl-5-(4,4,5,5-tetramethyl-1,3,2-dioxaborolan-2-yl)pyridin-2(1H)-one C(C)(C)N1C(C=CC(=C1)B1OC(C(O1)(C)C)(C)C)=O